[I-].C(C1=CC=CC=C1)OC(=O)N[C@H](C(=O)N[C@H](/C=C/C1=CC=[N+](C=C1)C)CC1=CC=CC=C1)CC1=CC=CC=C1 4-((S,E)-3-((S)-2-(((Benzyloxy)carbonyl)amino)-3-phenylpropanamido)-4-phenylbut-1-en-1-yl)-1-methylpyridin-1-ium Iodide